C(CCC)OC(C1CCN(CC1)C=1C=C2C(N(C(C2=CC1)=O)C1C(NC(CC1)=O)=O)=O)OCCCC 5-[4-(Dibutoxymethyl)piperidin-1-yl]-2-(2,6-dioxopiperidin-3-yl)-1H-isoindole-1,3(2H)-dione